1-palmitoyl-2-linoleoyl-sn-glycero-3-phospho-(r-rac-glycerol) C(CCCCCCCCCCCCCCC)(=O)OC[C@@H](OC(CCCCCCC\C=C/C\C=C/CCCCC)=O)COP(=O)(O)OC[C@H](O)CO |&1:47|